(S)-2-amino-N-methyl-N,2-di-phenylacetamide N[C@H](C(=O)N(C1=CC=CC=C1)C)C1=CC=CC=C1